4-bromo-2-[(4-methoxyphenyl)methyl]-1-methyl-3-oxo-5,7-dihydrocyclopenta[c]pyridine-6,6-dicarboxylic acid dimethyl ester COC(=O)C1(CC=2C(=C(N(C(C2Br)=O)CC2=CC=C(C=C2)OC)C)C1)C(=O)OC